4'-thio-2'-deoxyuridine [C@@H]1(C[C@H](O)[C@@H](CO)S1)N1C(=O)NC(=O)C=C1